FC=1C=C(CC=2C=NN(C2)C(=O)N[C@@H]2C(N(C3=C(OC2)C=CC(=C3)OCC=3SC=C(N3)C(C)(C)O)C)=O)C=CC1 (S)-4-(3-fluorobenzyl)-N-(7-((4-(2-hydroxy-prop-2-yl)thiazol-2-yl)methoxy)-5-methyl-4-oxo-2,3,4,5-tetrahydrobenzo[b][1,4]oxazepin-3-yl)-1H-pyrazole-1-carboxamide